methyl 1-(5-(1-(2,6-dichlorophenyl)azetidin-3-yl)-2,3-dihydro-1H-inden-1-yl)piperidine-4-carboxylate ClC1=C(C(=CC=C1)Cl)N1CC(C1)C=1C=C2CCC(C2=CC1)N1CCC(CC1)C(=O)OC